ClC1=CNC2=C(C=CC=C12)NS(=O)(=O)C=1C=NN(C1)CF N-(3-chloro-1H-indol-7-yl)-1-(fluoromethyl)pyrazole-4-sulfonamide